C1(CCCC1)N1N=C(C(=C1C)C(=O)NCC1=C(C=C(C=C1)OC)OC)C1=CC=C(C=C1)CNC(C1=C(C=CC=C1)OC)=O 1-Cyclopentyl-N-[(2,4-dimethoxyphenyl)methyl]-3-[4-[[(2-methoxybenzoyl)amino]methyl]phenyl]-5-methyl-pyrazole-4-carboxamide